CC=1C=2N(C=CC1)N=C(C2)[C@@H]2N(CCC1=C2N=CN1)C1=CC=CC=C1 (R)-4-(4-methylpyrazolo[1,5-a]pyridin-2-yl)-5-phenyl-4,5,6,7-tetrahydro-1H-imidazo[4,5-c]pyridine